Cl.N1(CCNCC1)C1=NC=C(N=C1)C(F)(F)F 2-(Piperazine-1-yl)-5-(trifluoromethyl)pyrazine hydrochloride